CC(COC=1C=C(C=CC1)C1=CC(=NN1CC=1C=CC=C2C=NN(C12)C)COC(C(=O)OC)(C)C)(C)C Methyl 2-([5-[3-(2,2-dimethylpropoxy)phenyl]-1-[(1-methyl-1H-indazol-7-yl)methyl]-1H-pyrazol-3-yl]methoxy)-2-methylpropanoate